(S)-4-amino-7-chloro-N,1-dimethyl-N-(6-((2-methylpyridin-3-yl)ethynyl)-2,3-dihydrobenzofuran-3-yl)-1H-pyrazolo[4,3-c]quinoline-8-carboxamide NC1=NC=2C=C(C(=CC2C2=C1C=NN2C)C(=O)N([C@@H]2COC1=C2C=CC(=C1)C#CC=1C(=NC=CC1)C)C)Cl